1-(3-amino-2-(1,2,3,4-tetrahydroquinoline-4-carbonyl)-6,7-dihydro-2H-pyrazolo[4,3-c]pyridin-5(4H)-yl)ethanone NC=1N(N=C2C1CN(CC2)C(C)=O)C(=O)C2CCNC1=CC=CC=C21